ClC=1SC(=C(N1)C1=CC(=C(C=C1)Cl)OC)CC(C)(C)C 2-chloro-4-(4-chloro-3-methoxyphenyl)-5-neopentylthiazole